N-[(1H-indazol-7-yl)methyl]-3-(pyridin-4-yl)acrylamide N1N=CC2=CC=CC(=C12)CNC(C=CC1=CC=NC=C1)=O